NC=1C=2N(C=CN1)C(=NC2Br)[C@H]2CN1[C@@H](CO2)CCC1=O (3R-8aR)-3-(8-amino-1-bromoimidazo[1,5-a]pyrazin-3-yl)tetrahydro-1H-pyrrolo[2,1-c][1,4]oxazin-6(7H)-one